C(CC)C(COC(C1=CC=C(C(=O)OCC(CCCCC)CCC)C=C1)=O)CCCCC terephthalic acid di(2-propyl heptyl) ester